C(C)C(CO)CCCO 2-Ethyl-1,5-pentandiol